S1C=C(C2=C1CNCC2)C(=O)O 4,5,6,7-tetrahydrothieno[2,3-c]pyridine-3-carboxylic acid